methyl 5-acetoxy-2-(bromomethyl)-4-nitrobenzoate C(C)(=O)OC=1C(=CC(=C(C(=O)OC)C1)CBr)[N+](=O)[O-]